OCC(C)(C)N1CCN(CC1)C(=O)OC1=CC=NN1 1H-pyrazol-5-yl 4-(1-hydroxy-2-methylpropan-2-yl)piperazine-1-carboxylate